tert-Butyl 4-(5-methyl-[1,2,4]triazolo[1,5-a]pyrimidin-6-yl)-3,6-dihydropyridine-1(2H)-carboxylate CC1=NC=2N(C=C1C=1CCN(CC1)C(=O)OC(C)(C)C)N=CN2